C=C(COP(=O)([O-])[O-])CCCCCC(C1=CC=C(C=C1C(C)(C)C)C(C)(C)C)C1=CC=C(C=C1C(C)(C)C)C(C)(C)C 2-methylenebis(4,6-di-tert-butylphenyl)octylphosphate